2-[1-[2-chloro-4-[(2,6-dioxo-3-piperidyl)amino]phenyl]-4-hydroxy-4-piperidyl]acetic acid ClC1=C(C=CC(=C1)NC1C(NC(CC1)=O)=O)N1CCC(CC1)(O)CC(=O)O